henicosyl alcohol C(CCCCCCCCCCCCCCCCCCCC)O